O=C1C=C(N=C2N1C=CC=C2)C(=O)NCC=2N=C1N(C=C(C=C1)CNC[C@@H]1OCCC1)C2 4-oxo-N-({6-[({[(2R)-oxolan-2-yl]methyl}amino)methyl]imidazo[1,2-a]pyridin-2-yl}methyl)-4H-pyrido[1,2-a]pyrimidine-2-carboxamide